(S)-1-(3-chloro-2-fluorophenyl)propane-1,3-diol ClC=1C(=C(C=CC1)[C@H](CCO)O)F